tert-Butyl N-[endo-8-[7-(4-chloro-2-methyl-2H-indazol-5-yl)-5-{[2-(trimethylsilyl)ethoxy]methyl}-5H-pyrrolo[2,3-b]pyrazin-3-yl]-8-azabicyclo[3.2.1]octan-3-yl]carbamate ClC=1C2=CN(N=C2C=CC1C1=CN(C2=NC(=CN=C21)N2C1CC(CC2CC1)NC(OC(C)(C)C)=O)COCC[Si](C)(C)C)C